COC1=C(C(=O)OC)C=C(C=C1OC)[N+](=O)[O-] methyl 2,3-dimethoxy-5-nitro-benzoate